N-[(2-{[(1-{3-fluorobicyclo[1.1.1]pentan-1-yl}ethyl)amino]methyl}-1H-indol-6-yl)methyl]-4-oxo-4H-pyrido[1,2-a]pyrimidine-2-carboxamide FC12CC(C1)(C2)C(C)NCC=2NC1=CC(=CC=C1C2)CNC(=O)C=2N=C1N(C(C2)=O)C=CC=C1